NC1=CC=CC(=N1)OCCOC1CN(CCC1)C1=C(C(=O)O)C=CC(=C1)Br 2-(3-(2-((6-aminopyridin-2-yl)oxy)ethoxy)piperidin-1-yl)-4-bromobenzoic acid